COC=1C=C(C=CC1OC)CCCNC=1C2=C(N=C(N1)CC)SC(=C2)C N-(3-(3,4-dimethoxyphenyl)propyl)-2-ethyl-6-methylthieno[2,3-d]pyrimidin-4-amine